3-((2-propylheptyl)oxy)propane C(CC)C(COCCC)CCCCC